2-[2'-hydroxy-5'-(methacryloxymethyl)phenyl]-2H-benzotriazole OC1=C(C=C(C=C1)COC(C(=C)C)=O)N1N=C2C(=N1)C=CC=C2